O=CC[C@@H](O)[C@H](O)[C@H](O)CO D-2-Deoxy-D-glucose